C(C)N1CCN(CC1)C1=NC2=CC=C(C=C2C(=C1)C)NC(=S)N1CC(CC1)CN1CCCC1 N-(2-(4-ethylpiperazin-1-yl)-4-methylquinolin-6-yl)-3-(pyrrolidin-1-ylmethyl)pyrrolidine-1-thiocarboxamide